methyl (1S)-1-methoxy-6-methylenetetrahydro-1H-pyrrolizine-7a(5H)-carboxylate CO[C@H]1CCN2CC(CC12C(=O)OC)=C